C1(=C(N=C(C(=N1)Cl)N)N)C(=O)N=C(N)N.O.O.Cl The molecule is a hydrate that is the dihydrate of amiloride hydrochloride. It has a role as a diuretic and a sodium channel blocker. It contains an amiloride hydrochloride.